1-(5-(trifluoromethyl)pyridin-2-yl)propan-1-one FC(C=1C=CC(=NC1)C(CC)=O)(F)F